[N+](=O)([O-])C1=CC=C(C=C1)O 4-nitrophenylalcohol